2-[2-[2-Chloro-6-cyano-4-[1-methyl-1-[4-[(2-methylsulfonylpyrimidin-4-yl)methoxy]phenyl]ethyl]phenoxy]ethoxy]-N-[2-(2,6-dioxo-3-piperidyl)-1,3-dioxo-isoindolin-5-yl]acetamide ClC1=C(OCCOCC(=O)NC=2C=C3C(N(C(C3=CC2)=O)C2C(NC(CC2)=O)=O)=O)C(=CC(=C1)C(C)(C1=CC=C(C=C1)OCC1=NC(=NC=C1)S(=O)(=O)C)C)C#N